(N-[4-amino-5-[4-[2-(isopropylamino)-2-oxo-ethoxy]benzoyl]thiazol-2-yl]-4-fluoro-anilino)propanamide NC=1N=C(SC1C(C1=CC=C(C=C1)OCC(=O)NC(C)C)=O)N(C1=CC=C(C=C1)F)C(C(=O)N)C